4-[2-(dipropylamino)ethyl]-1,3-dihydro-2H-indol-2-one hydrochloride Cl.C(CC)N(CCC1=C2CC(NC2=CC=C1)=O)CCC